BrC=1C=C(C=CC1)NC(=O)NC1=CC(=NC=C1)OC 1-(3-bromophenyl)-3-(2-methoxypyridin-4-yl)urea